C(C)N1N=C(C(=C1)[N+](=O)[O-])C(F)(F)F 1-ethyl-4-nitro-3-(trifluoromethyl)-1H-pyrazole